N=1N(N=CC1)[C@@H]1[C@@H](CC1)C=1C=C(N)C=CC1 3-(cis-2-(2H-1,2,3-triazol-2-yl)cyclobutyl)aniline